C(C=C)(=O)OCCCCOC1=CC2=CC=CC=C2C=C1 4-(2-Naphthyloxy)butyl prop-2-enoate